1,1'-bis(t-butylperoxy)-3,3,5-trimethylcyclohexane C(C)(C)(C)OOC1CC(CC(C1)C)(COOC(C)(C)C)C